C(C1CO1)C12C(CC(CC1)C2)C2CO2 glycidyl-2-(1,2-epoxyethyl)bicyclo[2.2.1]Heptane